1,3-bis[2-(2-hydroxyethoxy)-ethylamino]Tetramethyldisiloxane OCCOCCN[Si](O[Si](NCCOCCO)(C)C)(C)C